(R)-2-(3-(dimethylamino)pyrrolidin-1-yl)-1-(4-(3-isopropyl-2-(1H-pyrazolo[3,4-b]pyridin-4-yl)-1H-indol-5-yl)piperidin-1-yl)ethan-1-one CN([C@H]1CN(CC1)CC(=O)N1CCC(CC1)C=1C=C2C(=C(NC2=CC1)C1=C2C(=NC=C1)NN=C2)C(C)C)C